CC1=C(C(=CC=C1)C)C1=NC=2NS(C=3C=CC=C(NC([C@H]4CN(C[C@@H](OC(=C1)N2)C4)C(=O)OC(C)(C)C)=O)C3)(=O)=O tert-butyl (3S,7R)-19-(2,6-dimethylphenyl)-8,15,15-trioxo-2-oxa-15λ6-thia-5,9,16,18,21-pentaazatetracyclo[15.3.1.13,7.110,14]tricosa-1(20),10,12,14(22),17(21),18-hexaene-5-carboxylate